2-chloromethyl-1,1,1-trimethoxyethane ClCCC(OC)(OC)OC